(S)-N-(7-chloro-6-(1-((3S,4S)-4-methoxytetrahydrofuran-3-yl)piperidin-4-yl)isoquinolin-3-yl)-6-oxaspiro[2.5]octane-1-carboxamide ClC1=C(C=C2C=C(N=CC2=C1)NC(=O)[C@H]1CC12CCOCC2)C2CCN(CC2)[C@H]2COC[C@H]2OC